ClC=1C(=CC(=NC1)NC(C)=O)C1=C2N(N=C1)CC(C2)(C)C N-(5-chloro-4-(5,5-dimethyl-5,6-dihydro-4H-pyrrolo[1,2-b]pyrazol-3-yl)pyridin-2-yl)Acetamide